[Na+].[Na+].[Na+].[N-3].[V] vanadium sodium nitride